1-[2-chloro-4-(4-chlorophenoxy)phenyl]-2-(1H-1,2,4-triazol-1-yl)ethanol ClC1=C(C=CC(=C1)OC1=CC=C(C=C1)Cl)C(CN1N=CN=C1)O